(1R,2S)-2-aminocyclohexane-1-carboxylic acid N[C@@H]1[C@@H](CCCC1)C(=O)O